OC=1C=C(C=CC1)C=1C2=CC=C(N2)C(=C2C=CC(C(=C3C=CC(=C(C=4C=CC1N4)C4=CC(=CC=C4)O)N3)C3=CC(=CC=C3)O)=N2)C2=C(C(=C(C(=C2F)F)NCCSSCCNC(=O)OCC2[C@H]3CCC#CCC[C@@H]23)F)F 5,10,15-tris(3-hydroxyphenyl)-20-[4-((2-((2-(((((1R,8S,9r)-bicyclo[6.1.0]non-4-yn-9-yl)methoxy)carbonyl)amino)ethyl)disulfanyl)ethyl)amino)tetra-fluorophenyl]porphyrin